OCCOOOCCO (hydroxyethoxy) ether